ClC1CN(C2=C(O1)C=NN=C2)C chloro-4-methyl-2,3-dihydropyridazino[4,5-b][1,4]oxazine